CN1N(C(C(=C1C)N(C)C)=O)C1=CC=CC=C1 2,3-dimethyl-4-(dimethylamino)-1-phenyl-3-pyrazoline-5-one